CN1C=NC2=C1C=C(C=C2)C2=C(C=1CCCC1C=C2)N 5-(1-methyl-1H-benzo[d]imidazol-6-yl)-2,3-dihydro-1H-inden-4-amine